C(CCCCCCCCC)C1CCCC2CCCCC12 decyl-(decahydronaphthalene)